ClC=1C=2C(N=C(N1)Cl)=NN(C2)C 4,6-dichloro-2-methyl-2H-pyrazolo[3,4-d]Pyrimidine